CN(C1(CCC2(CN(C(N2)=O)C2=CN(C3=CC=CC=C23)S(=O)(=O)C2=CC=C(C)C=C2)CC1)C1=CC=CC=C1)C 8-(dimethylamino)-8-phenyl-3-(1-tosyl-1H-indol-3-yl)-1,3-diazaspiro[4.5]decan-2-one